1-(2-Hydroxy-ethyl)piperazine OCCN1CCNCC1